N-phenyl-4-oxo-1,4-dihydroquinoline-3-carboxylate C1(=CC=CC=C1)N1C=C(C(C2=CC=CC=C12)=O)C(=O)[O-]